2-amino-1-(3-chloro-5-trifluoromethyl-pyridine-2-yl)ethanone NCC(=O)C1=NC=C(C=C1Cl)C(F)(F)F